FC(C(=O)O)(F)F.NCC(CC=1N(C(NN1)=O)C=1C=NC(=C(C1)C)C1=CC=C(C=C1)S(=O)(=O)C)=C(F)F [2-(aminomethyl)-3,3-difluoro-allyl]-4-[5-methyl-6-(4-methylsulfonylphenyl)-3-pyridinyl]-1,2,4-triazol-3-one trifluoroacetate salt